7-(5-fluoropyridin-3-yl)-2-hydroxy-3-methylcyclohepta-2,4,6-trien-1-one FC=1C=C(C=NC1)C1=CC=CC(=C(C1=O)O)C